(S)-3-(trifluoromethyl)-6a,7,9,10-tetrahydropyrazino[1,2-d]pyrido[3,2-b][1,4]thiazine-8(6H)-carboxylic acid tert-butyl ester C(C)(C)(C)OC(=O)N1C[C@@H]2N(C3=C(SC2)C=C(C=N3)C(F)(F)F)CC1